3-(5-methylthiazol-4-yl)prop-2-en-1-one CC1=C(N=CS1)C=CC=O